METHYL BETA-PHENYLGLYCIDATE COC(=O)C1C(O1)C2=CC=CC=C2